(1-{6-methyl-4-[(1-methylcyclopropyl)amino]furo[2,3-d]pyrimidin-5-carbonyl}piperidin-4-yl)benzonitrile CC1=C(C2=C(N=CN=C2NC2(CC2)C)O1)C(=O)N1CCC(CC1)C1=C(C#N)C=CC=C1